ClC1=C2C=CC(C(=C3C=CC(=C(C=4C=CC(=C(C5=CC=C1N5)Cl)N4)Cl)N3)Cl)=N2 tetrachloroporphyrin